N1C=NC2=C1C=CC(=C2)C2(NC1=CC=CC=C1C(=N2)NC2=NNC(=C2)C2CC2)N 2-(1H-benzo[d]imidazol-5-yl)-N4-(5-cyclopropyl-1H-pyrazol-3-yl)quinazoline-2,4-diamine